7-chloroimidazo[1,2-a]pyridine-8-carboxylic acid ClC1=C(C=2N(C=C1)C=CN2)C(=O)O